1-chloro-3-((1-chloro-3-(2-methyl-5-nitro-1H-imidazol-1-yl)propan-2-yl)oxy)propan-2-ol ClCC(COC(CCl)CN1C(=NC=C1[N+](=O)[O-])C)O